N[C@H]([C@H](C[C@H](C(=O)NCC(C)(C)C(N)=O)C(C)C)O)C[C@@H](C(C)C)CC1=CC(=C(C=C1)OC)OCCCOC (2S,4s,5S,7S)-5-amino-N-(2-carbamoyl-2,2-dimethylethyl)-4-hydroxy-7-{[4-methoxy-3-(3-methoxypropoxy)phenyl]methyl}-8-methyl-2-(propan-2-yl)nonanamide